COC(=O)C=1OC(=CC1)C(=O)OC 2,5-Furandicarboxylic dimethyl ester